NC1=NC=2C=CC(=CC2C2=C1C=NN2C2OCCCC2)C(=O)OC methyl 4-amino-1-(tetrahydro-2H-pyran-2-yl)-1H-pyrazolo[4,3-c]quinoline-8-carboxylate